BrC1=C(C=O)C(=CC=C1)OCC1=CC=C(C=C1)Cl 2-bromo-6-((4-chlorobenzyl)oxy)benzaldehyde